FC=1C=C2C(=C(/C(/C2=CC1)=C/C1=CC(=CC=C1)C(NC1=CC=C(C=C1)F)=O)C)CC(=O)O (Z)-2-(5-Fluoro-1-(3-((4-fluorophenyl)carbamoyl)benzylidene)-2-methyl-1H-inden-3-yl)acetic acid